CC1=C(C=C2C(N(C=NC2=C1C)[C@H]1CCOC[C@@H]1O)=O)CC=1C=NC(=CC1)C=1N=NN(C1)C 1,5-anhydro-2,3-dideoxy-3-(7,8-dimethyl-6-((6-(1-methyl-1H-1,2,3-triazol-4-yl)pyridin-3-yl)methyl)-4-oxoquinazolin-3(4H)-yl)-L-threo-pentitol